ClC=1C(=NC(=NC1)NC1=C(C=C(C(=C1)[N+](=O)[O-])F)OC)NC=1C=C(C=CC1OC)CC(=O)N (3-((5-chloro-2-((4-fluoro-2-methoxy-5-nitrophenyl)amino)pyrimidin-4-yl)amino)-4-methoxyphenyl)acetamide